(E)-4-(3-methoxyphenyl)-2,4,7-trimethyloct-2,6-dienal COC=1C=C(C=CC1)C(/C=C(/C=O)\C)(CC=C(C)C)C